CC(C(C(=O)N)=CCCCN)(C)C trimethyl-aminopropyl-methacrylamide